C(C1=CC=CO1)N furfuryl-amine